CC(CC)=O butane-2-one